6-fluoro-8-(4-tolyl)-3,4-dihydrobenzo[e][1,2,3]oxathiazine 2,2-Di-oxide FC=1C=C(C2=C(CNS(O2)(=O)=O)C1)C1=CC=C(C=C1)C